6-((2S,2S)-2-(4,4,5,5-tetramethyl-1,3,2-dioxaborolan-2-yl)cyclopropyl)-1-(2,2,2-trifluoroethyl)-1H-pyrazolo[4,3-c]pyridine CC1(OB(OC1(C)C)[C@@H]1C(C1)C1=CC2=C(C=N1)C=NN2CC(F)(F)F)C